AZABENZIMIDAZOL N1=NNC2=C1C=CC=C2